sulfonium perfluorosulfonate salt FS(=O)(=O)[O-].[SH3+]